C(C)(C)(C)OCCC(C(=O)O)N1C(CN(C(C1)=O)C1=C(C=CC(=C1)Cl)N1N=NC(=C1)Cl)=O 4-(tert-butoxy)-2-(4-(5-chloro-2-(4-chloro-1H-1,2,3-triazol-1-yl)phenyl)-2,5-dioxopiperazin-1-yl)butanoic acid